FC1=CC=C(C=C1)[C@H](C)NC1=NC(=CC(=N1)NC1=NC=CN=C1)C=1N=NNN1 (S)-N2-[1-(4-fluorophenyl)ethyl]-N4-(pyrazin-2-yl)-6-(2H-tetrazol-5-yl)pyrimidine-2,4-diamine